C(C)C1N(CCC(C1)=O)C(=O)OC(C)(C)C ethyl-1-N-tert-butoxycarbonyl-4-piperidone